FC1(CN(C1)CCCOC1=CC=2N(C=C1)C(=CN2)C2=CC(=NC=N2)NCC2=CC=C(C=C2)C=2C=NN(C2)C)F 6-{7-[3-(3,3-difluoroazetidin-1-yl)propoxy]imidazo[1,2-a]pyridin-3-yl}-N-{[4-(1-methyl-1H-pyrazol-4-yl)phenyl]methyl}pyrimidin-4-amine